methyl (2R)-2-[[(2R)-4-amino-2-(tert-butoxycarbonylamino)-4-oxo-butanoyl]amino]propanoate NC(C[C@H](C(=O)N[C@@H](C(=O)OC)C)NC(=O)OC(C)(C)C)=O